2-bromo-4H-[1,2,4]triazolo[1,5-a]pyrimidin-5-one BrC1=NN2C(NC(C=C2)=O)=N1